1,2-di-tert-butyl (2S)-6-oxo-4-(trifluoromethanesulfonyloxy)-2,3-dihydropyridine-1,2-dicarboxylate O=C1C=C(C[C@H](N1C(=O)OC(C)(C)C)C(=O)OC(C)(C)C)OS(=O)(=O)C(F)(F)F